methyl 6-{[(cyclobutylmethyl)amino]methyl}-3-fluoroimidazo[1,2-a]pyridine-8-carboxylate C1(CCC1)CNCC=1C=C(C=2N(C1)C(=CN2)F)C(=O)OC